2-Chloro-5-(trifluoromethyl)pyridin-3-amine ClC1=NC=C(C=C1N)C(F)(F)F